cyclobutane-1,3-dimethanol C1(CC(C1)CO)CO